BrC1=C(C=C(C=C1)C1(CC1)[C@H](C(=O)N1CCN(CC1)C)NC(CC)=O)F (R)-N-(1-(1-(4-Bromo-3-fluorophenyl)cyclopropyl)-2-(4-methylpiperazin-1-yl)-2-oxoethyl)propionamide